N-((1S,2R,3R,4R)-1-(Aminomethyl)-2,3-dihydroxy-6,8-dioxabicyclo[3.2.1]octan-4-yl)methanesulfinamide NC[C@@]12[C@@H]([C@@H]([C@H](C(OC1)O2)NS(=O)C)O)O